2-methylindole-6-ol CC=1NC2=CC(=CC=C2C1)O